2-[3-(4-chloro-3-isopropyloxyphenyl)-1-ethyl-1H-1,2,4-triazol-5-yl]-N-[(2,6-dimethylpyridin-4-yl)methyl]acetamide ClC1=C(C=C(C=C1)C1=NN(C(=N1)CC(=O)NCC1=CC(=NC(=C1)C)C)CC)OC(C)C